5-chloro-1,3-dimethylpyrazin-2(1H)-one ClC=1N=C(C(N(C1)C)=O)C